N1(CCN(CCN(CC1)CCNC(=O)C=1N(C(C=CC1)=O)OCC1=CC=CC=C1)CCNC(=O)C=1N(C(C=CC1)=O)OCC1=CC=CC=C1)CCNC(=O)C=1N(C(C=CC1)=O)OCC1=CC=CC=C1 N,N',N''-((1,4,7-Triazonane-1,4,7-triyl)tris(ethane-2,1-diyl))tris(1-(benzyloxy)-6-oxo-1,6-dihydropyridine-2-carboxamide)